3-(pyridin-4-yl)-1,7-dihydroimidazo[4,5-f]indazole-6-carboxylic acid methyl ester COC(=O)C=1NC2=C(C=C3C(=NNC3=C2)C2=CC=NC=C2)N1